2-[(1R,6R)-6-isopropenyl-3-methylcyclohex-2-enyl]-5-propylbenzene-1,3-diol C(=C)(C)[C@@H]1CCC(=C[C@H]1C1=C(C=C(C=C1O)CCC)O)C